phenyl-piperidine-1-carboxylic acid C1(=CC=CC=C1)C1N(CCCC1)C(=O)O